2,3,6,7-tetramethyl-9,9-bis(trifluoromethyl)-9H-xanthene CC1=CC=2C(C3=CC(=C(C=C3OC2C=C1C)C)C)(C(F)(F)F)C(F)(F)F